4-hydroxy-N-(1-(4-(4-methylthiazol-5-yl)phenyl)ethyl)pyrrolidine-2-carboxamide OC1CC(NC1)C(=O)NC(C)C1=CC=C(C=C1)C1=C(N=CS1)C